(2S,5S)-2-(1-(4-bromophenyl)-3-(5-fluoropyridin-2-yl)-1H-pyrazol-4-yl)-5-methyl-3-(2-(2-oxo-2,3-dihydro-1H-benzo[d]imidazol-5-yl)ethyl)oxazolidin-4-one BrC1=CC=C(C=C1)N1N=C(C(=C1)[C@@H]1O[C@H](C(N1CCC1=CC2=C(NC(N2)=O)C=C1)=O)C)C1=NC=C(C=C1)F